6,6-difluoro-1,4-diazepane FC1(CNCCNC1)F